(R)-2-(4-(4-chloropyrazolo[1,5-a]pyridin-2-yl)-6,7-dihydro-1H-imidazo[4,5-c]pyridin-5(4H)-yl)-5-(difluoromethyl)-1,3,4-oxadiazole ClC=1C=2N(C=CC1)N=C(C2)[C@@H]2N(CCC1=C2N=CN1)C=1OC(=NN1)C(F)F